N-[2-ethyl-4-oxo-3-[[1-[2-(2H-tetrazol-5-yl)phenyl]-4-piperidyl]methyl]quinazolin-6-yl]thiophene-2-carboxamide C(C)C1=NC2=CC=C(C=C2C(N1CC1CCN(CC1)C1=C(C=CC=C1)C=1N=NNN1)=O)NC(=O)C=1SC=CC1